azetidin-3-ylmethyl 2-[4-[6-[5-(6-methyl-2-pyridyl)-1H-imidazol-4-yl]-3-quinolyl]piperazin-2-yl]acetate CC1=CC=CC(=N1)C1=C(N=CN1)C=1C=C2C=C(C=NC2=CC1)N1CC(NCC1)CC(=O)OCC1CNC1